FC(C=1C=CC(=NC1)O[C@H]1CN(CC1)C1=C(C=CC=C1)CN)(F)F (R)-(2-(3-(5-(trifluoromethyl)pyridin-2-yloxy)pyrrolidin-1-yl)phenyl)methanamine